N1=CC=CC(=C1)C1N(C)CCC1.C(C=1C(O)=CC=CC1)(=O)O salicylic acid-nicotine salt